5,15-Bis{2,6-Bis[1-(1-(21-tert-butyloxy-21-oxo-3,6,9,12,15,18-hexaoxaheneicosanyl)-1H-1,2,3-triazol-4-yl)methoxy]phenyl}porphyrin C(C)(C)(C)OC(CCOCCOCCOCCOCCOCCOCCN1N=NC(=C1)COC1=C(C(=CC=C1)OCC=1N=NN(C1)CCOCCOCCOCCOCCOCCOCCC(OC(C)(C)C)=O)C=1C2=CC=C(N2)C=C2C=CC(C(=C3C=CC(=CC=4C=CC1N4)N3)C3=C(C=CC=C3OCC=3N=NN(C3)CCOCCOCCOCCOCCOCCOCCC(OC(C)(C)C)=O)OCC=3N=NN(C3)CCOCCOCCOCCOCCOCCOCCC(OC(C)(C)C)=O)=N2)=O